ONC(C1=CC=C(C=C1)NC(CC1=CNC2=CC=C(C=C12)C1=CC=C(C=C1)SC)=O)=O N-hydroxy-4-(2-(5-(4-methylthiophenyl)-1H-indol-3-yl)acetamido)benzamide